(4-(5-hydroxy-6-(((tetrahydro-2H-pyran-2-yl)oxy)methyl)pyridin-2-yl)-1-methyl-1H-1,2,3-triazol-5-yl)methyl (cyclobutylmethyl)(methyl)carbamate C1(CCC1)CN(C(OCC1=C(N=NN1C)C1=NC(=C(C=C1)O)COC1OCCCC1)=O)C